7-{(2-hydroxyethyl)[5-(9-methyldecyloxycarbonyl)pentyl]amino}heptyl 2-octyldecanoate C(CCCCCCC)C(C(=O)OCCCCCCCN(CCCCCC(=O)OCCCCCCCCC(C)C)CCO)CCCCCCCC